NC=1C(=CC(=C(C1)NC1=NC=C(C(=N1)N1CC2(C3=NC=CC=C31)CC2)C(=O)OC(C)C)OC)N(C)CCN(C)C isopropyl 2-((5-amino-4-((2-(dimethylamino) ethyl)(methyl)amino)-2-methoxyphenyl)amino)-4-(spiro(cyclopropane-1,3'-pyrrolo[3,2-b]pyridin)-1'(2'H)-yl)pyrimidine-5-carboxylate